(S)-3-((7-cyano-5-(((S)-tetrahydrofuran-3-yl)oxy)-2,6-naphthyridin-3-yl)amino)piperidine-1-carboxylic acid tert-butyl ester C(C)(C)(C)OC(=O)N1C[C@H](CCC1)NC=1N=CC2=CC(=NC(=C2C1)O[C@@H]1COCC1)C#N